COC1=CC=C(CN2C=CC=3C(=NC(=CC32)C(=O)OC(C)(C)C)C=3N(C=CC3)CC3=CC=C(C=C3)OC)C=C1 tert-butyl 1-(4-methoxybenzyl)-4-(1-(4-methoxybenzyl)-1H-pyrrol-2-yl)-1H-pyrrolo[3,2-c]pyridine-6-carboxylate